6-(8-chloroimidazo[1,5-a]pyrazin-3-yl)-2,2-dimethylhexahydroindolizin-3(2H)-one ClC=1C=2N(C=CN1)C(=NC2)C2CN1C(C(CC1CC2)(C)C)=O